1-(5-chloropyridin-2-yl)-N-methylmethanamine ClC=1C=CC(=NC1)CNC